2-hydroxy-5-oxoproline (2-oxoglutaramate) O=C(C(=O)O)CCC(=O)N.O[C@@]1(NC(CC1)=O)C(=O)O